7-morpholino-5-oxa-2-azaspiro[3.4]octane O1CCN(CC1)C1COC2(CNC2)C1